tert-butyl 4-[2-([1-[2-(2,6-dioxopiperidin-3-yl)-1,3-dioxoisoindol-5-yl]azetidin-3-yl]oxy)ethyl]piperidine-1-carboxylate O=C1NC(CCC1N1C(C2=CC=C(C=C2C1=O)N1CC(C1)OCCC1CCN(CC1)C(=O)OC(C)(C)C)=O)=O